NC=1N(C=CN1)C1=CC(=NC=N1)NC(=O)[C@@H]1[C@@H](C1)F (1R,2R)-N-(6-(2-amino-1H-imidazol-1-yl)pyrimidin-4-yl)-2-fluorocyclopropane-1-carboxamide